ClC1=C(C=CC(=C1F)F)[C@@H]1C(=C(NC(=N1)C=1SC=CN1)C12C3C4C5(C(C14)C2C53)CC(C(=O)O)(C)C)C(=O)OCC |o1:9| (S*)-3-(4-(6-(2-chloro-3,4-difluorophenyl)-5-(ethoxycarbonyl)-2-(thiazol-2-yl)-3,6-dihydropyrimidin-4-yl)cuban-1-yl)-2,2-dimethylpropanoic acid